(R)-1-(2,5-difluoropyridin-3-yl)ethyl (4-(5-(1-cyanocyclopropane-1-carboxamido)-3-fluoropyridin-2-yl)-1-methyl-1H-pyrazol-5-yl)carbamate C(#N)C1(CC1)C(=O)NC=1C=C(C(=NC1)C=1C=NN(C1NC(O[C@H](C)C=1C(=NC=C(C1)F)F)=O)C)F